2-[4-(4-chloro-6-methoxypyridine-3-carbonyl)-3,3-dimethylpiperazin-1-yl]-N-[5-(2,4-difluorophenoxy)pyrazin-2-yl]propanamide ClC1=C(C=NC(=C1)OC)C(=O)N1C(CN(CC1)C(C(=O)NC1=NC=C(N=C1)OC1=C(C=C(C=C1)F)F)C)(C)C